N-(1-phenyl-2-(phenylseleno)ethyl)-4-(trifluoromethyl)aniline C1(=CC=CC=C1)C(C[Se]C1=CC=CC=C1)NC1=CC=C(C=C1)C(F)(F)F